CC1=C(C(=CC2=CC3=C(C(=C12)[O-])C(=O)C4=C(C3=O)C=C(C=C4[O-])O)O)C(=O)O The molecule is a hydroxy monocarboxylic acid anion obtained by deprotonation of the carboxy and 8-hydroxy groups of tetracenomycin D3. It is the major microspecies at pH 7.3 (according to Marvin v 6.2.0.). It is a hydroxy monocarboxylic acid anion and a phenolate anion. It is a conjugate base of a tetracenomycin D3(1-).